C(CC(=O)[O-])(=O)OC(C1=CC=CC=C1)(OC)OC dimethoxybenzyl malonate